2-amino-4,6-piperidinediol NC1NC(CC(C1)O)O